BrC(C)=C(C)Br trans-2,3-dibromo-2-butene